ClC1=CC(=CC(=N1)N1C(C2=CC=CC(=C2C1)C(F)(F)F)=O)C1=C(C=NN1C)C1=NN=CN1C 2-(6-chloro-4-(1-methyl-4-(4-methyl-4H-1,2,4-triazol-3-yl)-1H-pyrazol-5-yl)pyridin-2-yl)-4-(trifluoromethyl)isoindolin-1-one